N1=CCC(C2=CC=CN=C12)=O [1,8]Naphthyridin-4-one